ClC1=C(C=CC=C1)C1=C(C=CC(=C1)C=C)S(=O)(=O)N1CCC(CC1)(C(=O)N[C@H](C)\C=C/S(=O)(=O)C)F (R,Z)-1-((2'-chloro-5-vinyl-[1,1'-biphenyl]-2-yl)sulfonyl)-4-fluoro-N-(4-(methylsulfonyl)but-3-en-2-yl)piperidine-4-carboxamide